BrC1=C(OC=2C3=C(N=CN2)CN(CC3)C(=O)OC(C)(C)C)C=CC=C1F tert-butyl 4-(2-bromo-3-fluorophenoxy)-5H,6H,7H,8H-pyrido[3,4-d]pyrimidine-7-carboxylate